N[C@H]1[C@@H](C1)C=1C=C(SC1C)C(=O)NC=1SC(=NN1)C 4-(trans-2-aminocyclopropyl)-5-methyl-N-(5-methyl-1,3,4-thiadiazol-2-yl)thiophene-2-carboxamide